3-[(2-methylpropan-2-yl)oxymethyl]piperazin-2-one CC(C)(C)OCC1C(NCCN1)=O